1,2,3,5-naphthalenetetracarboxylic acid C1(=C(C(=CC=2C(=CC=CC12)C(=O)O)C(=O)O)C(=O)O)C(=O)O